O=S1(CCN(CC1)C1=NC=C(C=N1)NC(=O)N[C@@H](C(C)C)C=1OC2=C(C1C)C=C(C=C2)F)=O 1-[2-(1,1-dioxo-1lambda6-thiomorpholin-4-yl)pyrimidin-5-yl]-3-[(1S)-1-(5-fluoro-3-methyl-1-benzofuran-2-yl)-2-methylpropyl]urea